[O-]P([O-])(=O)OP(=O)([O-])[O-].[Ti+4] TITANIUM PYROPHOSPHATE